CON(C(=O)C1=NN2C(C(N(CC2)C2=C(C=C(C=C2)C2=NC3=CC=C(C=C3C=N2)C(F)(F)F)C)=O)=C1)C N-methoxy-N-methyl-5-(2-methyl-4-(6-(trifluoromethyl)quinazolin-2-yl)phenyl)-4-oxo-4,5,6,7-tetrahydropyrazolo[1,5-a]pyrazine-2-carboxamide